C1(CCCC1)NC(OC1=CC(=C(C=C1)OCC1=CC=CC=C1)C=1C=NC=C(C1)C=1N=NN(N1)COCC[Si](C)(C)C)=O 4-(benzyloxy)-3-(5-(2-((2-(trimethylsilyl)ethoxy)methyl)-2H-tetrazol-5-yl)pyridin-3-yl)phenyl cyclopentylcarbamate